N,N-dimethyl-1-(3-(5-(4,4,5,5-tetramethyl-1,3,2-dioxaborolan-2-yl)benzo[d]thiazol-2-yl)oxetan-3-yl)methanamine CN(CC1(COC1)C=1SC2=C(N1)C=C(C=C2)B2OC(C(O2)(C)C)(C)C)C